1-(5-fluoro-2-(piperazin-1-yl)pyrimidin-4-yl)-5-methyl-1H-1,2,4-triazole-3-carbonitrile FC=1C(=NC(=NC1)N1CCNCC1)N1N=C(N=C1C)C#N